COC(=O)C1=NC(=CN=C1Br)C1CC1.C1(CC1)NC(C1=C(C=C(C=C1OCCOC)C1=CN=C2N1C=CC(=C2)C=2C=NN(C2)C)OC)=O N-cyclopropyl-2-methoxy-6-(2-methoxyethoxy)-4-[7-(1-methylpyrazol-4-yl)imidazo[1,2-a]pyridin-3-yl]benzamide methyl-3-bromo-6-cyclopropylpyrazine-2-carboxylate